C1(C#C1)C1=C(C(=O)O)C=CC=C1 o-cyclopropynylbenzoic acid